C1(CC1)C1=NC2=CC=C(C=C2NC1=O)CN1CCN(CC1)C=1C=CC(=NC1C)C(=O)NC([2H])([2H])[2H] 5-(4-((2-cyclopropyl-3-oxo-4H-quinoxalin-6-yl)methyl)piperazin-1-yl)-6-methyl-N-(Methyl-d3)pyridine-2-carboxamide